ClC(C1=NC(=NO1)C1=C(C=C(CNOC)C=C1)F)(F)F N-(4-{5-[Chloro(difluoro)methyl]-1,2,4-oxadiazol-3-yl}-3-fluorobenzyl)-O-methylhydroxyl-amine